(6R)-9-fluoro-2,11,16,20,21,24-hexaazapentacyclo[16.5.2.17,11.02,6.021,25]hexacosa-1(24),7,9,18(25),19,22-hexaene-17,26-dione FC=1C=C2[C@H]3CCCN3C=3C=CN4N=CC(C(NCCCCN(C1)C2=O)=O)=C4N3